N-(cis-4-methoxycyclohexyl)-5-(2-methyl-1-(tetrahydro-2H-pyran-4-yl)-1H-imidazo[4,5-b]pyridin-6-yl)pyrrolo[2,1-f][1,2,4]triazin-2-amine CO[C@H]1CC[C@H](CC1)NC1=NN2C(C=N1)=C(C=C2)C=2C=C1C(=NC2)N=C(N1C1CCOCC1)C